CC([C@H](C(=O)OCC)NC(=O)C1=CN=C(O1)C1=CC(=CC=C1)C1=NNC(=C1)C(NC(CC)CC)=O)C (R)-ethyl 3-methyl-2-(2-(3-(5-(pentan-3-ylcarbamoyl)-1H-pyrazol-3-yl)phenyl)oxazole-5-carboxamido)butanoate